C(C1=CC=CC=C1)S(=O)(=O)NC(C1=CC=C(C=C1)N1CCN(CC1)CC1=C(C=CC=C1)C1=CC=C(C=C1)O)=O N-benzylsulfonyl-4-[4-[[2-(4-hydroxyphenyl)phenyl]methyl]piperazine-1-yl]benzamide